C(C)(SCC1CC(C1)NC(=O)OC(C)(C)C)=O S-(((1r,3r)-3-((tert-butoxycarbonyl)amino)cyclobutyl)methyl) ethanethioate